N-(4-(4-methylpiperazin-1-yl)phenyl)-4-(5-(pyridin-2-yl)-4,5-dihydro-1H-pyrazol-1-yl)thieno[3,2-d]pyrimidin-2-amine CN1CCN(CC1)C1=CC=C(C=C1)NC=1N=C(C2=C(N1)C=CS2)N2N=CCC2C2=NC=CC=C2